8-fluoro-2-[(4S)-4-[[6-oxo-5-(trifluoromethyl)-1H-pyridazin-4-yl]amino]pentyl]-6-[5-(trifluoromethyl)pyrimidin-2-yl]isoquinolin-1-one FC=1C=C(C=C2C=CN(C(C12)=O)CCC[C@H](C)NC=1C=NNC(C1C(F)(F)F)=O)C1=NC=C(C=N1)C(F)(F)F